(2-(difluoromethyl)-3-((2-chlorophenyl)sulfonyl)phenyl)piperazine FC(C1=C(C=CC=C1S(=O)(=O)C1=C(C=CC=C1)Cl)N1CCNCC1)F